C(C)OC=1C(=NC(=C(C1)N1[C@@H](CN(CC1)C(=O)C=1C(=NC(=CC1)OCC)C(F)(F)F)CC)C(=O)NC1CN(C1)C)C=1C=NC=CC1 ethoxy-5-[(2R)-4-[6-ethoxy-2-(trifluoromethyl)pyridine-3-carbonyl]-2-ethylpiperazin-1-yl]-N-(1-methylazetidin-3-yl)-[2,3'-bipyridine]-6-carboxamide